propyl-dimethyl-beta-hydroxyethyl-ammonium dihydrogen phosphate P(=O)(O)(O)[O-].C(CC)[N+](CCO)(C)C